C(C)(C)NC1=NC(=NC(=N1)NC1=CC=C(C=C1)S(=O)(=O)C)C1=CC=CC=C1 N2-isopropyl-N4-(4-(methylsulfonyl)phenyl)-6-phenyl-1,3,5-triazine-2,4-diamine